COC1(OC(C=C1)OC)C(O)C1=CC=C(C=C1)C(F)(F)F (2,5-dimethoxy-2,5-dihydrofuran-2-yl)(4-trifluoromethylphenyl)methanol